The molecule is a 1-acyl-sn-glycerol where alpha-linolenoyl is the 1-acyl group. It is a 1-acyl-sn-glycerol and a 1-alpha-linolenoylglycerol. It is an enantiomer of a 3-alpha-linolenoyl-sn-glycerol. CC/C=C\\C/C=C\\C/C=C\\CCCCCCCC(=O)OC[C@H](CO)O